FC1CN(CC1)C=1N=CC(=NC1)C=1SC=2C=NCCC2N1 2-(5-(3-fluoropyrrolidin-1-yl)pyrazin-2-yl)-6,7-dihydrothiazolo[5,4-c]pyridin